N-(4,4-dimethylcyclohexyl)-2-(1H-imidazol-1-yl)-6-(trifluoromethyl)pyrimidine-4-carboxamide CC1(CCC(CC1)NC(=O)C1=NC(=NC(=C1)C(F)(F)F)N1C=NC=C1)C